OC1=C(C(=C(C=C1)/C=C/C(=O)C1=CC=C(C=C1)O)OC)CC=C(C)C (E)-3-[4-hydroxy-2-methoxy-3-(3-methylbut-2-enyl)phenyl]-1-(4-hydroxyphenyl)prop-2-en-1-one